N2-(2-(1-(Cyclopropylsulfonyl)-1H-pyrazol-4-yl)pyrimidin-4-yl)-N4-((1s,4s)-4-((2-fluoroethyl)amino)cyclohexyl)-5-(1-methyl-1H-pyrazol-3-yl)pyridine-2,4-diamine C1(CC1)S(=O)(=O)N1N=CC(=C1)C1=NC=CC(=N1)NC1=NC=C(C(=C1)NC1CCC(CC1)NCCF)C1=NN(C=C1)C